N-(6-(4-methylpiperazin-1-yl)pyridin-3-yl)-3-(quinazolin-6-yl)-1H-pyrrolo[2,3-b]pyridine-5-carboxamide CN1CCN(CC1)C1=CC=C(C=N1)NC(=O)C=1C=C2C(=NC1)NC=C2C=2C=C1C=NC=NC1=CC2